C(CCCCC)C(C(=O)NC(CCSCCC(=O)OCCCCCCCCCCCCC)C(=O)NC1CCN(CC1)C)CCCCCCCC tridecyl 3-((3-(2-hexyldecanamido)-4-((1-methylpiperidin-4-yl)amino)-4-oxobutyl)thio)propanoate